(3-(benzyloxy)phenethyl)phosphonic acid diethyl ester C(C)OP(OCC)(=O)CCC1=CC(=CC=C1)OCC1=CC=CC=C1